6-Iodo-3-[(trans)-2-[1-(3-pyrrolidin-1-ylpropyl)pyrazol-4-yl]vinyl]-1-tetrahydropyran-2-yl-indazole IC1=CC=C2C(=NN(C2=C1)C1OCCCC1)\C=C\C=1C=NN(C1)CCCN1CCCC1